8-methylenetetracyclo[4.4.0.12,5.17,10]Dodec-3-ene C=C1C2C3C4C=CC(C3C(C1)C2)C4